C1(CC1)C=1C=C(C=2N(C1)C=C(N2)CNC2=CC=C1C(=CC(=NC1=C2)[C@@H]2[C@H](C2)C2=NC=CC(=N2)C)N(C)C)N2C(N(C(C2)=O)C)=O |o1:24,25| (6-cyclopropyl-2-(((4-(dimethylamino)-2-((1S*,2S*)-2-(4-methylpyrimidin-2-yl)cyclopropyl)quinolin-7-yl)amino)methyl)imidazo[1,2-a]pyridin-8-yl)-3-methylimidazolidine-2,4-dione